N[C@@H](CC(C)C)[11C](=O)O [1-11C]leucine